N=1C=CN2C1C=CC(=C2)C(C#N)O[Si](C)(C)C 2-(imidazo[1,2-a]pyridin-6-yl)-2-((trimethylsilyl)oxy)acetonitrile